3-fluoro-5-(((1S,2aR)-1,3,3,4,4-pentafluoro-2a-hydroxy-2,2a,3,4-tetrahydro-1H-cyclopenta[cd]inden-7-yl-1,2,2-d3)oxy)benzonitrile FC=1C=C(C#N)C=C(C1)OC1=CC=C2C=3[C@](C([C@](C13)([2H])F)([2H])[2H])(C(C2(F)F)(F)F)O